4,4-dihydroxy-8-({1-[(1H-tetrazol-1-yl)acetyl]azetidin-3-yl}oxy)-5-oxa-4-boranuidabicyclo[4.4.0]deca-1(6),7,9-triene-7-carboxylic acid disodium salt [Na+].[Na+].O[B-]1(CCC=2C=CC(=C(C2O1)C(=O)O)OC1CN(C1)C(CN1N=NN=C1)=O)O.O[B-]1(CCC=2C=CC(=C(C2O1)C(=O)O)OC1CN(C1)C(CN1N=NN=C1)=O)O